tert-butyl 7-{2-[(2-methanesulfonylpyridin-4-yl)amino]-5H,6H,7H,8H-pyrido[3,4-d]pyrimidin-7-yl}-8-methyl-1H,2H,3H-pyrido[2,3-b][1,4]oxazine-1-carboxylate CS(=O)(=O)C1=NC=CC(=C1)NC=1N=CC2=C(N1)CN(CC2)C2=C(C1=C(OCCN1C(=O)OC(C)(C)C)N=C2)C